O1C(CCCC1)OCCOC1CCC(CC1)OC1=NC=C(C=C1)B1OC(C(O1)(C)C)(C)C 2-((4-(2-((tetrahydro-2H-pyran-2-yl)oxy)ethoxy)cyclohexyl)oxy)-5-(4,4,5,5-tetramethyl-1,3,2-dioxaborolan-2-yl)pyridine